FC=1C(=CC2=C(NN=C2C1)C1=NC=NC(=C1)N1CCC(CC1)CC1(CCNCC1)F)OC1(CC1)C 6-fluoro-3-[6-[4-[(4-fluoro-4-piperidyl)methyl]-1-piperidyl]pyrimidin-4-yl]-5-(1-methylcyclopropoxy)-2H-indazole